ethyl ((R or S)-((((1S,4R)-4-(4-amino-2-oxopyrimidin-1(2H)-yl)-1-ethylcyclopent-2-en-1-yl)oxy)methyl)(phenoxy)phosphoryl)-L-alaninate NC1=NC(N(C=C1)[C@H]1C=C[C@@](C1)(CC)OC[P@@](=O)(OC1=CC=CC=C1)N[C@@H](C)C(=O)OCC)=O |o1:16|